Dichloro[1,3-bis-(2,4,6-trimethylphenyl)-2-imidazolidinylidene](benzylidene)(triphenylphosphine) ruthenium (II) [Ru+2].ClC1=C(C(C(C=C1)P(C1=CC=CC=C1)(C1=CC=CC=C1)=CC1=CC=CC=C1)=C1N(CCN1C1=C(C=C(C=C1C)C)C)C1=C(C=C(C=C1C)C)C)Cl